4,5-bis(2-(methylthiocarbamoyl)hydrazino)pentanoic acid CNC(=S)NNC(CCC(=O)O)CNNC(NC)=S